(4-TRITYLPHENYL)boronic acid C(C1=CC=CC=C1)(C1=CC=CC=C1)(C1=CC=CC=C1)C1=CC=C(C=C1)B(O)O